BrC=1C(=C2C3(C(N(C(C2=CC1)=O)C(C(=O)OC)C)=O)CC3)F methyl 2-(6'-bromo-5'-fluoro-1',3'-dioxo-1'H-spiro[cyclopropane-1,4'-isoquinolin]-2'(3'H)-yl)propanoate